N-(2-(2,6-dioxopiperidin-3-yl)-3-oxoisoindolin-5-yl)benzenesulfonamide O=C1NC(CCC1N1CC2=CC=C(C=C2C1=O)NS(=O)(=O)C1=CC=CC=C1)=O